4-methylphthalazin CC1=NN=CC2=CC=CC=C12